ClC1=C(C=CC(=C1F)OC)C1=CN=C2N1C=CN=C2NC2=CC(=C(C=C2)C(=O)N2CCN(CC2)C(=O)[C@H]2NC[C@@H](C2)O)C [4-[[3-(2-chloro-3-fluoro-4-methoxyphenyl)imidazo[1,2-a]pyrazin-8-yl]amino]-2-methylphenyl]-[4-[(2S,4R)-4-hydroxypyrrolidine-2-carbonyl]piperazin-1-yl]methanone